NC=1C(=CN(C(N1)N1C[C@@H](NCC1)CN)C)SC1=C(C(=CC=C1)Cl)Cl 6-Amino-2-[(3S)-3-(aminomethyl)piperazin-1-yl]-5-(2,3-dichlorophenyl)sulfanyl-3-methyl-pyrimidine